C(C)(C)(C)OC(=O)N1[C@H](CN([C@@H](C1)C)C(C(=O)NN)C1=CC=C(C=C1)F)C (2s,5r)-4-(1-(4-fluorophenyl)-2-hydrazino-2-oxoethyl)-2,5-dimethylpiperazine-1-carboxylic acid tert-butyl ester